((3R,4R)-4-(((6-((4-chloro-3-fluorobenzyl)(methyl)amino)-5-fluoropyrimidin-4-yl)amino)methyl)-3-hydroxypiperidin-1-yl)acetamide ClC1=C(C=C(CN(C2=C(C(=NC=N2)NC[C@@H]2[C@H](CN(CC2)CC(=O)N)O)F)C)C=C1)F